O1C(=CC=C1C(=O)[O-])C(=O)OCCCCCC(C)C isooctyl 2,5-furandicarboxylate